C(C)(C)(C)OC(N(C)C=1C(=NC=CC1)NC(=S)NC(C1=NC=CC(=C1)C)=N)=O tert-butyl-(2-(3-(imino(4-methylpyridin-2-yl)methyl)thioureido)pyridin-3-yl)(methyl)carbamate